FC(=C)C=1C(=C2C=NN(C2=CC1C(F)(F)F)C1OCCCC1)B(O)O (5-(1-fluorovinyl)-1-(tetrahydro-2H-pyran-2-yl)-6-(trifluoromethyl)-1H-indazol-4-yl)boronic acid